Spiro[fluorene-9,9'-xanthen] C1=CC=CC=2OC3=CC=CC=C3C3(C12)C1=CC=CC=C1C=1C=CC=CC13